C(C)(CC)NC(C)CC di-sec-butyl-amine